C(C1=CC=CC=C1)SC=1C=C(C=2N(C1)C(=CN2)C(=O)O)Br 6-(benzylthio)-8-bromoimidazo[1,2-a]pyridine-3-carboxylic acid